C[Si](C)(O[C@H](C([C@@H](O[Si](C(C)(C)C)(C)C)\C=C\C)(C)C)C\C=C/[C@@H]1[C@@H](C1)C#C[Si](C(C)C)(C(C)C)C(C)C)C (4S,6S)-2,2,5,5,8,8,9,9-Octamethyl-6-[(1E)-prop-1-en-1-yl]-4-[(2Z)-3-{(1R,2R)-2-[(triisopropylsilyl)ethynyl]cyclopropyl}prop-2-en-1-yl]-3,7-dioxa-2,8-disiladecane